FC1=C(C=CC(=C1N)N)C1=C(C=CC=C1)F 2,2'-difluorodiaminobiphenyl